CN(C(=O)N1CCNCC1)C1CCN(CC1)C N-methyl-N-(1-methylhexahydropyridin-4-yl)piperazine-1-carboxamide